4-Methoxy-6-[5-methyl-1-[1-[(3S)-3-piperidyl]pyridine-3-yl]pyrazol-4-yl]pyrazolo[1,5-a]pyridine-3-carbonitrile COC=1C=2N(C=C(C1)C=1C=NN(C1C)C=1CN(C=CC1)[C@@H]1CNCCC1)N=CC2C#N